N-(3-aminobicyclo[1.1.1]pentan-1-yl)-1-(4-chloro-3-fluorophenyl)-1H-pyrazole-4-carboxamide NC12CC(C1)(C2)NC(=O)C=2C=NN(C2)C2=CC(=C(C=C2)Cl)F